C(C)C(CN(C(CC(CCCCCCC)=O)=O)CC(CCCC)CC)CCCC N,N-bis(2-ethylhexyl)-3-oxodecanamide